4-(3-(6-fluoro-4-oxoquinazolin-3(4H)-yl)-2-methylphenyl)-2,3-dimethyl-1H-indole-7-carboxamide FC=1C=C2C(N(C=NC2=CC1)C=1C(=C(C=CC1)C1=C2C(=C(NC2=C(C=C1)C(=O)N)C)C)C)=O